(R)-4-methyl-N-(3-(S-methylsulfonimidoyl)phenyl)-5-(trifluoromethyl)-2-(4-(trifluoromethyl)piperidin-1-yl)nicotinamide CC1=C(C=NC(=C1C(=O)NC1=CC(=CC=C1)[S@@](=O)(=N)C)N1CCC(CC1)C(F)(F)F)C(F)(F)F